(2S,4R)-4-hydroxy-N-(4-(oxazol-5-yl)benzyl)pyrrolidine-2-carboxamide, hydrochloride Cl.O[C@@H]1C[C@H](NC1)C(=O)NCC1=CC=C(C=C1)C1=CN=CO1